3-ethyl-4-(4-methylpiperazin-1-yl)aniline C(C)C=1C=C(N)C=CC1N1CCN(CC1)C